IC=1C=C(O[C@@H]2C[C@]3(CCCN3C2)C(=O)OC)C=CC1 methyl (2R,7aR)-2-(3-iodophenoxy)tetrahydro-1H-pyrrolizine-7a(5H)-carboxylate